(3S)-3-[(3R)-3-[3-(8-{2-[ethyl(isopropyl)carbamoyl]-4-fluorophenyl}-3-methylimidazo[1,5-a]pyridin-6-yl)azetidin-1-yl]-4-methylpentyl]morpholine-4-carboxylic acid tert-butyl ester C(C)(C)(C)OC(=O)N1[C@H](COCC1)CC[C@H](C(C)C)N1CC(C1)C=1C=C(C=2N(C1)C(=NC2)C)C2=C(C=C(C=C2)F)C(N(C(C)C)CC)=O